(5-aminopyridin-2-yl)methanol NC=1C=CC(=NC1)CO